Cl.C(C)OC(=O)C=1NC=CC1NCC1=C(C=C(C=C1)Cl)Br 3-[[(2-bromo-4-chlorophenyl)methyl]amino]-1H-pyrrole-2-carboxylic acid ethyl ester hydrochloride